OC/C=C/C(=O)N1CC(C1)C1=NN(C=2N=CC=C(C21)C#N)C2=CC=C(C=C2)OC(F)(F)F 3-[1-[(E)-4-hydroxybut-2-enoyl]azetidin-3-yl]-1-[4-(trifluoromethoxy)phenyl]pyrazolo[3,4-b]pyridine-4-carbonitrile